C(C)(C)[C@H]1[C@@H](C[C@@H](CC1)C)C(=O)O (1R,2S,5R)-2-isopropyl-5-methyl-cyclohexanecarboxylic acid